B(O)(O)O.C=1(O)C(O)=CC=CC1.C=1(O)C(O)=CC=CC1 di-catechol-boric acid